FC1(C(C2=CC=CC(=C12)OC=1C=NC=C(C1)F)=O)F 8,8-difluoro-2-(5-fluoro-3-pyridyloxy)bicyclo[4.2.0]octa-1,3,5-triene-7-one